5-butyluracil C(CCC)C=1C(NC(NC1)=O)=O